3-bromo-1,2,4-triazine BrC=1N=NC=CN1